4-(4-fluorophenyl)-2-(trifluoromethyl)-1H-pyrrole-3-carboxylic acid ethyl ester C(C)OC(=O)C1=C(NC=C1C1=CC=C(C=C1)F)C(F)(F)F